C(#N)C=1C(=C(C(=O)NC2=CC=C3C=NNC3=C2)C=CN1)C(C)C 2-cyano-N-(1H-indazol-6-yl)-3-isopropylisonicotinamide